C(C1=CC=CC=C1)C1=NC(=NN1)C(=O)N[C@H]1COC2=C(N(C1=O)C)C=CC=C2 5-Benzyl-N-[(3S)-5-methyl-4-oxo-2,3-dihydro-1,5-benzoxazepin-3-yl]-1H-1,2,4-triazole-3-carboxamide